12-cyclohexyl-2-[2-(3,4-dimethoxyphenyl)ethyl]-3,17-dioxa-10-azatricyclo[16.3.1.05,10]docosa-1(22),18,20-triene-4,11,14-trione C1(CCCCC1)C1C(N2CCCCC2C(OC(C=2C=CC=C(OCCC(C1)=O)C2)CCC2=CC(=C(C=C2)OC)OC)=O)=O